C(=O)(OCC1C2=CC=CC=C2C2=CC=CC=C12)[C@@]1(N(CC[C@H]1OCC=C)C(=O)OCC1C2=CC=CC=C2C=2C=CC=CC12)C(=O)O Fmoc-(2S,3R)-1-(((9H-fluoren-9-yl)methoxy)carbonyl)-3-(allyloxy)pyrrolidine-2-carboxylic acid